C(C)(C)(C)C1=CC=C(C=C1)C=1N=C2N(C=CC=C2)C1CN1CCN(CC1)C(=O)C1=NC(=CC=C1C)OC (4-{[2-(4-tert-butylphenyl)imidazo[1,2-a]pyridine-3-yl]methyl}piperazin-1-yl)(6-methoxy-3-methylpyridin-2-yl)methanone